3-(diethylaminoacetyl)coumarin C(C)N(CC)CC(=O)C=1C(OC2=CC=CC=C2C1)=O